O1C(OCC1)CCC1(C=C(CC(C1)C(C)C)C)O 1-[2-(1,3-dioxolan-2-yl)ethyl]-5-isopropyl-3-methyl-cyclohex-2-en-1-ol